C(C1=CC=CC=C1)N1C(=NC2=C1CN([C@@H](C2)C(=O)OCC2=CC=CC=C2)C(C)C)C2=NNC1=CC(=CC=C21)C2=C(C=C(C=C2)OCC2=CC=CC=C2)CC benzyl (S)-3-benzyl-2-(6-(4-(benzyloxy)-2-ethylphenyl)-1H-indazol-3-yl)-5-isopropyl-4,5,6,7-tetrahydro-3H-imidazo[4,5-c]pyridine-6-carboxylate